FC=1C=C2CN(CC2=CC1)C=1OC2=C(C=C(C=C2C(C1)=O)C)C(C)O 2-(5-fluoroisoindolin-2-yl)-8-(1-hydroxyethyl)-6-methyl-chromen-4-one